CC1(C(C(=CC2(CN(C2)C(C2=CC(=NC=C2)C)=O)C1)C#N)=O)C 8,8-dimethyl-2-(2-methylisonicotinoyl)-7-oxo-2-azaspiro[3.5]non-5-ene-6-carbonitrile